tert-Butyl (3-bromopropyl)methylcarbamate BrCCCN(C(OC(C)(C)C)=O)C